((2-chloro-4-((3-methyl-1H-pyrazol-1-yl)methyl)phenyl)(hydroxy)methyl)-2-((Methoxy-d3)methyl)-2-methyl-1,2,4,7-tetrahydro-3H-pyrrolo[3',2':5,6]pyrido[3,4-b]pyrazin-3-one ClC1=C(C=CC(=C1)CN1N=C(C=C1)C)C(O)N1C2=C(NC(C1(C)COC([2H])([2H])[2H])=O)C=NC1=C2C=CN1